The molecule is an organophosphate oxoanion obtained by removal of the protons from the carboxy and phosphate groups of 2-O-(alpha-D-glucopyranosyl)-3-O-phospho-D-glyceric acid; major species at pH 7.3. It is an organophosphate oxoanion, a carbohydrate acid derivative anion and a monocarboxylic acid anion. It is a conjugate base of a 2-O-(alpha-D-glucopyranosyl)-3-O-phospho-D-glyceric acid. C([C@@H]1[C@H]([C@@H]([C@H]([C@H](O1)O[C@H](COP(=O)([O-])[O-])C(=O)[O-])O)O)O)O